3,6-diethyl-o-benzoquinone C(C)C=1C(C(C(=CC1)CC)=O)=O